tert-butyl 2-(4-bromo-5-methylpyrazol-1-yl)-7-azaspiro[3.5]nonane-7-carboxylate BrC=1C=NN(C1C)C1CC2(C1)CCN(CC2)C(=O)OC(C)(C)C